N-[6-(5-chloro-1,3-benzoxazol-2-yl)spiro[3.3]heptan-2-yl]-5-[(cyclopropylsulfonimidoyl)methyl]furan-2-carboxamide ClC=1C=CC2=C(N=C(O2)C2CC3(CC(C3)NC(=O)C=3OC(=CC3)CS(=O)(=N)C3CC3)C2)C1